tertiary amyl-iminotris(ethylmethylamino)Tantalum C(C)(C)(CC)N=[Ta](N(CC)C)(N(CC)C)N(C)CC